C1(CCCCC1)N(CCCCN(CC1=CN(C2=CC=CC=C12)S(=O)(=O)C1=CC=CC=C1)CC1=NC(=CC=C1)F)C N1-cyclohexyl-N4-((6-fluoropyridin-2-yl)methyl)-N1-methyl-N4-((1-(phenylsulfonyl)-1H-indol-3-yl)methyl)butane-1,4-diamine